C(CCCCC)N(CCCCCC)CC(=O)O N,N-dihexylaminoacetic acid